C(#N)C1=NC=CC(=C1)C1=NC=CC(=C1)C=1C=C(C=CC1C)NC(=O)C=1N=NC=C(C1)C(F)(F)F N-(3-(2'-cyano-[2,4'-bipyridin]-4-yl)-4-methylphenyl)-5-(trifluoromethyl)pyridazine-3-carboxamide